ClC1=C(C=C(C=C1)N1CC2=CN=CC=C2CC1)C(F)(F)F N-(4-Chloro-3-(trifluoromethyl)phenyl)-3,4-dihydro-2,7-naphthyridine